1-(3-chloro-4-fluoro-2-methoxy-5,6,7,9-tetrahydro-8H-pyrrolo[3,2-b:4,5-c']dipyridin-8-yl)-2-hydroxyethan-1-one ClC=1C(=C2C(=NC1OC)C=1CN(CCC1N2)C(CO)=O)F